C(C)(=O)NCCN(CC[C@@H](C(=O)O)NC1=NC=NC=C1C1=CC=CC=C1)CCCCC1=NC=2NCCCC2C=C1 (S)-4-((2-acetamidoethyl)(4-(5,6,7,8-tetrahydro-1,8-naphthyridin-2-yl)butyl)amino)-2-((5-phenylpyrimidin-4-yl)amino)butanoic acid